C(#N)C1CN(C1)S(=O)(=O)N1C[C@H](CCC1)C(=O)N1[C@H](CCC1)C(=O)N[C@H](C)C1=CC(=CC=C1)C(F)(F)F 1-(((3S)-1-((3-cyano-1-azetidinyl)sulfonyl)-3-piperidinyl)carbonyl)-N-((1R)-1-(3-(trifluoromethyl)phenyl)ethyl)-D-prolinamide